CC(C)(C)C(=O)NC1=C2C(=NC=C1)C=C(O2)C=O N-(2-FORMYLFURO[3,2-B]PYRIDIN-7-YL)PIVALAMIDE